CC1CC(=C(C1=O)N1CCCC1)N1CCCC1 5-methyl-2,3-dipyrrolidin-1-ylcyclopent-2-en-1-one